8-(4-fluorobenzoyl)-6-(4-fluorophenyl)-6-hydroxy-1,2,3,4-tetrahydropyrrolo[1,2-a]pyrimidine FC1=CC=C(C(=O)C=2CC(N3C2NCCC3)(O)C3=CC=C(C=C3)F)C=C1